C(C)(C)(C1=CC=CC=C1)OOC Methyl cumyl peroxide